6-(3,5-Difluorophenyl)pyrazolo[4,3-b]pyridin FC=1C=C(C=C(C1)F)C=1C=C2C(=NC1)C=NN2